C(C)OC=1C(=NC=CC1)O[C@H]1CN(CCC1)C(=O)OC(C)(C)C Tert-butyl (R)-3-((3-ethoxypyridin-2-yl)oxy)piperidine-1-carboxylate